C(=O)O.C1CCN2C1=C(C=1C=CC=CC21)C2=NOC(=N2)C2CCNCC2 3-(2,3-dihydro-1H-pyrrolo[1,2-a]indol-9-yl)-5-(piperidin-4-yl)-1,2,4-oxadiazole formate